2-(2,5-Dioxahept-7-yloxy)ethan-1-ol COCCOCCOCCO